N-(4-amino-2-(hydroxymethyl)phenyl)acetamide NC1=CC(=C(C=C1)NC(C)=O)CO